(e)-4-(4,4,5,5-tetramethyl-1,3,2-dioxaborolan-2-yl)-3-(trifluoromethyl)-1H-pyrazole CC1(OB(OC1(C)C)C=1C(=NNC1)C(F)(F)F)C